tetrabutyltin dilaurate C(CCCCCCCCCCC)(=O)O.C(CCCCCCCCCCC)(=O)O.C(CCC)[Sn](CCCC)(CCCC)CCCC